CC1=NNC(=C1)C=1C=C(C=2N(C1)N=CC2C#N)C=2C=NC(=CC2)N2CCNCC2 6-(3-methyl-1H-pyrazol-5-yl)-4-(6-(piperazin-1-yl)pyridin-3-yl)pyrazolo[1,5-a]pyridine-3-carbonitrile